SC1CN(C1)[C@@H]1C[C@@H](CC1)NC(OCC1=CC=C(C=C1)[N+](=O)[O-])=O 4-nitrobenzyl ((1R,3S)-3-(3-mercaptoazetidin-1-yl)cyclopentyl)carbamate